({4-[(1R,5S)-8-{[(1S)-2,2-difluorocyclopropyl]methyl}-3,8-diazabicyclo[3.2.1]oct-3-yl]pyrimidin-2-yl}amino)-N,3-dimethylpyridine-2-carboxamide FC1([C@@H](C1)CN1[C@H]2CN(C[C@@H]1CC2)C2=NC(=NC=C2)NC2=C(C(=NC=C2)C(=O)NC)C)F